NC=1C=2N(C(=CN1)C)C(=NC2C=2C=CC(=NC2C)NC(C(O)C2=CC(=CC=C2)F)=O)C([2H])([2H])[2H] N-[5-[8-amino-5-methyl-3-(trideuteriomethyl)imidazo[1,5-a]pyrazin-1-yl]-6-methyl-2-pyridyl]-2-(3-fluorophenyl)-2-hydroxy-acetamide